1,4-diamino-2-(trifluoromethyl)benzene NC1=C(C=C(C=C1)N)C(F)(F)F